4-(5-(4-propoxyphenyl)isoxazol-3-yl)aniline C(CC)OC1=CC=C(C=C1)C1=CC(=NO1)C1=CC=C(N)C=C1